1-(5-bromo-8-fluoroisochroman-1-yl)-N-methyl-methylamine triflate OS(=O)(=O)C(F)(F)F.BrC1=C2CCOC(C2=C(C=C1)F)CNC